ClC1=CC=CC(=N1)C(CNC(=O)C1=NOC(=N1)C1=C(C=C(C=C1)F)F)(C)C=1C=NN(C1)C N-[2-(6-chloro-2-pyridyl)-2-(1-methylpyrazol-4-yl)propyl]-5-(2,4-difluorophenyl)-1,2,4-oxadiazole-3-carboxamide